CC1=CC(NS(O1)(=O)=O)=O 3,4-dihydro-6-methyl-1,2,3-oxathiazine-4-one-2,2-dioxide